(3-(bis(trimethylsilyl)amino)-4-fluorophenyl)magnesium bromide C[Si](C)(C)N(C=1C=C(C=CC1F)[Mg]Br)[Si](C)(C)C